acetamido-5-chlorosalicylic acid methyl ester COC(C=1C(ONC(C)=O)=CC=C(C1)Cl)=O